FC1=CC=C(C=C1)C1=CN=C(S1)NC1=CC2=C(C=N1)N=CN2CCC2(N(CC(C2)O)C(C=C)=O)C(=O)N [2-[6-[[5-(4-fluorophenyl)thiazol-2-yl]amino]imidazo[4,5-c]pyridin-1-yl]ethyl]-4-hydroxy-1-prop-2-enoylpyrrolidine-2-carboxamide